N-(4-(5-acetyl-2-(4-fluorophenyl)-4,5,6,7-tetrahydropyrazolo[1,5-a]pyrazin-3-yl)pyridin-2-yl)-2-(piperidin-1-yl)acetamide C(C)(=O)N1CC=2N(CC1)N=C(C2C2=CC(=NC=C2)NC(CN2CCCCC2)=O)C2=CC=C(C=C2)F